2-(1,4-Dioxo-3H-[1,2,4]triazino[4,5-a]indol-2-yl)-N-tetrahydropyran-4-yl-acetamide O=C1N(NC(N2C1=CC=1C=CC=CC21)=O)CC(=O)NC2CCOCC2